N1=CC=C(C=C1)NC1=CC2=C(NC(=N2)C2=CC=C(C=C2)NC2=CC=NC3=CC=C(C=C23)C#N)C=C1 4-((4-(5-(pyridin-4-ylamino)-1H-benzo[d]imidazol-2-yl)phenyl)amino)quinoline-6-carbonitrile